NC1=C(C=C(C=N1)NC(C(=O)N1C(CCCC1)C=1SC=C(N1)C)=O)C N-(6-amino-5-methyl-3-pyridyl)-2-[2-(4-methylthiazol-2-yl)-1-piperidyl]-2-oxo-acetamide